anti-(3,5-di-tert-butyl-4-hydroxyphenyl)propanoic acid C(C)(C)(C)C=1C=C(C=C(C1O)C(C)(C)C)C(C(=O)O)C